Cl.FC(OCCN)(F)F 2-(trifluoromethoxy)ethane-1-amine hydrochloride